(S)-3-(benzyloxy)-1-(2-hydroxy-2-(pyridin-3-yl)ethyl)-2-methylpyridin-4(1H)-one C(C1=CC=CC=C1)OC1=C(N(C=CC1=O)C[C@H](C=1C=NC=CC1)O)C